acetic acid [(2s,3s,4e,6r,7r,10r)-7,10-dihydroxy-3,7-dimethyl-12-oxo-2-[(2e,4e)-6-pyridin-3-yl hex-2,4-dien-2-yl]-1-oxocyclododec-4-en-6-yl] ester O[C@]1([C@@H](/C=C/[C@@H]([C@H](C(C(C[C@@H](CC1)O)=O)=O)\C(\C)=C\C=C\CC=1C=NC=CC1)C)OC(C)=O)C